[K+].P(=O)([O-])([O-])[O-].[Si+4] silicon phosphate potassium salt